BrC1=C(SC=2C1=NC(=CC2N(C(OC(C)(C)C)=O)CC=2SC=CC2)Cl)C2C(CCCCCC2)[N+](=O)[O-] tert-butyl (3-bromo-5-chloro-2-(2-nitrocyclooctyl)thieno[3,2-b]pyridin-7-yl)(thiophen-2-ylmethyl)carbamate